tert-butyl 7-(trifluoromethylsulfonyloxy)-3-oxa-9-azabicyclo[3.3.1]non-6-ene-9-carboxylate FC(S(=O)(=O)OC1=CC2COCC(C1)N2C(=O)OC(C)(C)C)(F)F